(S)-1-benzyl-3,4-dimethyl-2-oxo-1,2,3,4-tetrahydroquinazoline-7-carbonyl azide C(C1=CC=CC=C1)N1C(N([C@H](C2=CC=C(C=C12)C(=O)N=[N+]=[N-])C)C)=O